3-[2-[4-[[4-[(3R,5R)-5-[(1,5-dimethyl-6-oxo-pyridazin-4-yl)amino]-1-methyl-3-piperidyl]phenyl]methyl]piperazin-1-yl]-4-pyridyl]piperidine-2,6-dione CN1N=CC(=C(C1=O)C)N[C@@H]1C[C@@H](CN(C1)C)C1=CC=C(C=C1)CN1CCN(CC1)C1=NC=CC(=C1)C1C(NC(CC1)=O)=O